methyl (E)-3-chloro-2-(5-cyanopyridin-3-yl)acrylate Cl/C=C(/C(=O)OC)\C=1C=NC=C(C1)C#N